C(C)OC1=C(C=NC=C1)\C=C(/C#N)\C1=CNC2=CC=C(C=C12)OC (Z)-3-(4-ethoxypyridin-3-yl)-2-(5-methoxy-1H-indol-3-yl)-acrylonitrile